O1COC2=C1C=CC(=C2)NS(=O)(=O)C=2C=C(C(=O)NC=1C=NC=CC1)C=CC2 3-(N-(benzo[d][1,3]dioxol-5-yl)sulfamoyl)-N-(pyridin-3-yl)benzamide